CC1(C2=C(C3=C(C(NC3)=O)CC1)C=CC(=C2)C)C 6,6,8-trimethyl-1,4,5,6-tetrahydrobenzo[3,4]cyclohepta[1,2-c]pyrrol-3(2H)-one